2-[1-(4-piperonyl)piperazinyl]benzothiazole C1CN(CCN1CC2=CC3=C(C=C2)OCO3)C4=NC5=CC=CC=C5S4